(Z)-4-(2-ethyl-4-(4-(morpholinosulfonyl)phenyl)-1H-benzo[d]imidazol-1-yl)-3-fluorobut-2-en-1-amine C(C)C1=NC2=C(N1C/C(=C/CN)/F)C=CC=C2C2=CC=C(C=C2)S(=O)(=O)N2CCOCC2